C1(CCCCC1)NC(C(=O)C1=CC(=C(C=C1)OCC(=O)NC1=CC(=C(C=C1)C)C)OC)=O N-cyclohexyl-2-(4-(2-((3,4-dimethylphenyl)amino)-2-oxoethoxy)-3-methoxyphenyl)-2-oxoacetamide